C(C)(=O)C1=CC=C(C=C1)C=1C=2N(C=C(C1)C=1C=C(C#N)C=CC1)C=C(N2)C2=CC=C(C=C2)NCCN2CCNCC2 3-(8-(4-acetylphenyl)-2-(4-((2-(piperazin-1-yl)ethyl)amino)phenyl)imidazo[1,2-a]pyridin-6-yl)benzonitrile